behenyl-benzyl-dimethyl-ammonium chloride [Cl-].C(CCCCCCCCCCCCCCCCCCCCC)[N+](C)(C)CC1=CC=CC=C1